COC=1C(=NC(=CC1)C(C(F)(F)F)(C)C)S(=O)(=O)NC(=O)C1=NC2=CC=CC(=C2C=C1)C1=NC=CC=C1 N-((3-methoxy-6-(1,1,1-trifluoro-2-methylpropan-2-yl)pyridin-2-yl)sulfonyl)-5-(pyridin-2-yl)quinoline-2-carboxamide